ClC1=C(C=CC(=C1)F)NC1=NC=C(C(=C1)N1C=NC(=C1)C(=O)NC(CO)C1=CC=CC=C1)C 1-(2-((2-chloro-4-fluorophenyl)amino)-5-methyl-pyridin-4-yl)-N-(2-hydroxy-1-phenylethyl)-1H-imidazole-4-carboxamide